C1(CCCC1)N1C(C=C(C2=C1N=CN=C2)C#C[Si](C(C)C)(C(C)C)C(C)C)=O 8-cyclopentyl-5-[2-(triisopropylsilyl)ethynyl]pyrido[2,3-d]pyrimidin-7-one